N-Boc-alanin C(=O)(OC(C)(C)C)N[C@@H](C)C(=O)O